CN1C2=C(C=3C=CC(=CC13)B1OC(C(O1)(C)C)(C)C)CN(CC2)CCO 2-(5-methyl-7-(4,4,5,5-tetramethyl-1,3,2-dioxaborolan-2-yl)-1,3,4,5-tetrahydro-2H-pyrido[4,3-b]indol-2-yl)ethan-1-ol